[Si](C)(C)(C(C)(C)C)OCC1CN(CCC1O)C(=O)OC(C)(C)C tert-butyl 3-(((tert-butyldimethylsilyl)oxy)methyl)-4-hydroxypiperidine-1-carboxylate